COC(=O)C1=CC2=C(N=C(N2C[C@H]2OCC2)CC2=CC=C3C=CC(=NC3=C2)O)C=C1.FC=1C=C(C=C(C1O)C=O)S(=O)(NC1=CC=C(C=C1)N1CCCC1)=N 3-fluoro-5-formyl-4-hydroxy-N-(4-(pyrrolidin-1-yl)phenyl)benzenesulfonimidamide methyl-2-[(2-hydroxyquinolin-7-yl)methyl]-3-[(2S)-oxetan-2-ylmethyl]-1,3-benzodiazole-5-carboxylate